6-chloro-8-(2,4-difluorophenyl)-1,3-dihydro-10H-furo[3,4-d]pyrimido[1,6-a]pyrimidin-10-one ClC=1N=C(N2C(=NC3=C(C2=O)COC3)C1)C1=C(C=C(C=C1)F)F